1-(4-{5-[6-Cyclopropyl-5-(trifluoromethyl)pyridin-3-yl]-7-[(3-methoxy-2,2-dimethylpropyl)(methyl)amino]-1H-imidazo[4,5-b]pyridin-2-yl}phenyl)piperidin C1(CC1)C1=C(C=C(C=N1)C1=CC(=C2C(=N1)N=C(N2)C2=CC=C(C=C2)N2CCCCC2)N(C)CC(COC)(C)C)C(F)(F)F